C(C)(C)C=1C(=NNC1C=1C=C(C=2N(C1)N=CN2)C)C=2C=NN(C2)C2CCN(CC2)C2COC2 6-(4-isopropyl-1'-(1-(oxetan-3-yl)piperidin-4-yl)-1H,1'H-[3,4'-bipyrazol]-5-yl)-8-methyl-[1,2,4]triazolo[1,5-a]pyridine